CC1=CC(=C(C=C1N)C)N The molecule is a primary arylamine that is p-xylene substituted at the 2 and 5 positions by amino groups. It is formally a reduction product of 2,5-dimethyl-1,4-benzoquinonediimine. It has a role as an allergen. It derives from a hydride of a p-xylene.